(Z)-5-(benzofuran-5-ylmethylene)-3-ethyl-2-thioxoimidazolidin-4-one O1C=CC2=C1C=CC(=C2)\C=C/2\C(N(C(N2)=S)CC)=O